NC1=NC(=NC=C1CN(C=O)\C(\C)=C(\CCO)/SSC(C=C)(F)F)C (Z)-N-((4-amino-2-methylpyrimidin-5-yl)methyl)-N-(3-((1,1-difluoroallyl)disulfanyl)-5-hydroxypent-2-en-2-yl)carboxamide